FC1(CC2(C1)CC(N(CC2)CC2=C1C=CN(C1=C(C=C2OC)C)C(=O)OC(C)(C)C)C=2C(=NC(=CC2)C(=O)OC)N2CC(C2)OC)F tert-butyl 4-({2,2-difluoro-6-[2-(3-methoxyazetidin-1-yl)-6-(methoxycarbonyl)pyridin-3-yl]-7-azaspiro[3.5]nonan-7-yl}methyl)-5-methoxy-7-methylindole-1-carboxylate